(R)-N-(3-(1-((2-Amino-5-(1-methyl-1H-pyrazol-4-yl)pyridin-3-yl)oxy)ethyl)phenyl)-3,4-dimethylbenzamid NC1=NC=C(C=C1O[C@H](C)C=1C=C(C=CC1)NC(C1=CC(=C(C=C1)C)C)=O)C=1C=NN(C1)C